2-[1-(difluoromethyl)-1H-pyrazol-4-yl]-N-[(2S)-3-hydroxy-3-methylbut-2-yl]-3-oxo-6-[4-(trifluoromethyl)phenyl]-2,3-dihydropyridazine-4-carboxamide FC(N1N=CC(=C1)N1N=C(C=C(C1=O)C(=O)N[C@@H](C)C(C)(C)O)C1=CC=C(C=C1)C(F)(F)F)F